CN(C=C(C=O)C1=CC=C(C=C1)C(F)(F)F)C 3-(dimethylamino)-2-[4-(trifluoromethyl)phenyl]prop-2-enal